C(C1=CC=CC=C1)OC1=NC(=CC=C1C1=NN(C2=CC(=CC=C12)[C@H]1[C@H](CN(CC1)C(=O)OC(C)(C)C)O)C)OCC1=CC=CC=C1 tert-butyl (3R,4S)-4-(3-(2,6-bis(benzyloxy)pyridin-3-yl)-1-methyl-1H-indazol-6-yl)-3-hydroxypiperidine-1-carboxylate